CN(C(CC)=O)CC(F)(F)F 1-(methyl(2,2,2-trifluoroethyl)amino)-1-oxopropan